2-{4-[4-(dimethylamino)-6-methylpyrimidin-2-yl]piperazin-1-yl}-6,7-dimethoxyquinazolin-4-amine CN(C1=NC(=NC(=C1)C)N1CCN(CC1)C1=NC2=CC(=C(C=C2C(=N1)N)OC)OC)C